C(C1=CC=CC=C1)OCC[C@@H](C(=O)C1=CC(=CC(=C1)C(F)(F)F)F)NC(OC(C)(C)C)=O tert-butyl (S)-(4-(benzyloxy)-1-(3-fluoro-5-(trifluoromethyl)phenyl)-1-oxobutan-2-yl)carbamate